tert-butyl 4-((4-(4-(4,4-difluoropiperidin-1-yl)-7-((2-(trimethylsilyl)ethoxy)methyl)-7H-pyrrolo[2,3-d]pyrimidin-6-yl)phenyl)carbamoyl)piperazine-1-carboxylate FC1(CCN(CC1)C=1C2=C(N=CN1)N(C(=C2)C2=CC=C(C=C2)NC(=O)N2CCN(CC2)C(=O)OC(C)(C)C)COCC[Si](C)(C)C)F